24-dehydrocholesterol-d6 [2H]C([2H])([2H])C(=CCC[C@@H](C)[C@H]1CC[C@@H]2[C@@]1(CC[C@H]3[C@H]2CC=C4[C@@]3(CC[C@@H](C4)O)C)C)C([2H])([2H])[2H]